1-(3-cyano-1-isopropyl-1H-indol-5-yl)-1H-pyrazole-4-carboxylic acid [(2r,3s)-3-(Boc-amino)-4-methoxy-4-oxobutan-2-yl] ester C(=O)(OC(C)(C)C)N[C@@H]([C@@H](C)OC(=O)C=1C=NN(C1)C=1C=C2C(=CN(C2=CC1)C(C)C)C#N)C(=O)OC